CC1=CC=C(C=C1)S(=O)(=O)N[C@@H](CCC(=O)OCC1=CC=CC=C1)C(=O)NC1=CC=C(C=C1)N1CCOCC1 (S)-Benzyl 4-(4-methylphenylsulfonamido)-5-(4-morpholinophenylamino)-5-oxopentanoate